C(C)OC(CC=1C=C2C=CN=CC2=CC1)=O (isoquinolin-6-yl)acetic acid ethyl ester